methyl 5-formylimidazole-4-carboxylate C(=O)C1=C(N=CN1)C(=O)OC